(S)-4-((2-(2,2-difluoroethoxy)ethyl)(4-(5,6,7,8-tetrahydro-1,8-naphthyridin-2-yl)butyl)amino)-2-(quinazolin-4-ylamino)butanoic acid FC(COCCN(CC[C@@H](C(=O)O)NC1=NC=NC2=CC=CC=C12)CCCCC1=NC=2NCCCC2C=C1)F